3-Methyl-N-(3-methyl-1,1-dioxidothietan-3-yl)-6-((5-(4,4,5,5-tetramethyl-1,3,2-dioxaborolan-2-yl)-3-(2,2,2-trifluoroethoxy)pyridin-2-yl)oxy)imidazo[1,2-a]pyridine-2-carboxamide CC1=C(N=C2N1C=C(C=C2)OC2=NC=C(C=C2OCC(F)(F)F)B2OC(C(O2)(C)C)(C)C)C(=O)NC2(CS(C2)(=O)=O)C